(R)-tert-butylpiperidine-3-carbamate C(C)(C)(C)OC(N[C@H]1CNCCC1)=O